4-methoxycyclohexyl 2-(2-methylpyridin-4-yl)-1H-pyrrolo[3,2-c]pyridin-6-ylcarbamate CC1=NC=CC(=C1)C1=CC=2C=NC(=CC2N1)NC(OC1CCC(CC1)OC)=O